N'-((8-cyano-1,2,3,5,6,7-hexahydro-s-indacen-4-yl)carbamoyl)-2-(1,2,3-trihydroxypropan-2-yl)thiazole-5-sulfonimidamide C(#N)C=1C=2CCCC2C(=C2CCCC12)NC(=O)N=S(=O)(N)C1=CN=C(S1)C(CO)(CO)O